rac-N-[(4-cyclohexyl-2,5-dioxoimidazolidin-4-yl)methyl]-2-(4-fluorophenyl)-2H-1,2,3-triazole-4-carboxamide C1(CCCCC1)[C@@]1(NC(NC1=O)=O)CNC(=O)C1=NN(N=C1)C1=CC=C(C=C1)F |r|